6-fluoro-N,N-diethyltryptamine CCN(CC)CCC1=CNC2=C1C=CC(=C2)F